BrC[C@H](C)NC(OC(C)(C)C)=O tert-butyl N-[(2S)-1-bromopropan-2-yl]carbamate